ClC1=C(C=CC=C1F)C1N=C(NC(=C1C(=O)OCC)C1CCN(CC1)S(=O)(=O)C1CC(C1)(C(=O)OCC[Si](C)(C)C)C)C=1SC=CN1 (trans)-Ethyl 4-(2-chloro-3-fluorophenyl)-6-(1-((3-methyl-3-((2-(trimethylsilyl)ethoxy)carbonyl)cyclobutyl)sulfonyl)piperidin-4-yl)-2-(thiazol-2-yl)-1,4-dihydropyrimidine-5-carboxylate